C(C)(C)(C)C=1C=C2C(=NNC2=CC1Cl)NCC=1N(C(=C(N1)Cl)C(=O)N1CCNCCC1)C (2-(((5-(tert-butyl)-6-chloro-1H-indazol-3-yl)amino)methyl)-4-chloro-1-methyl-1H-imidazol-5-yl)(1,4-diazepan-1-yl)methanone